1-(2-bromoethoxy)-2-[2-(2-bromoethoxy)ethoxy]ethane BrCCOCCOCCOCCBr